5-(2-((6-(4-methylpiperazin-1-yl)pyridin-3-yl)amino)-7H-pyrrolo[2,3-d]pyrimidin-5-yl)-N-(pyridin-3-yl)pyrazolo[1,5-a]pyridine-3-carboxamide CN1CCN(CC1)C1=CC=C(C=N1)NC=1N=CC2=C(N1)NC=C2C2=CC=1N(C=C2)N=CC1C(=O)NC=1C=NC=CC1